dibut-2-enylamine C(C=CC)NCC=CC